O=C1NC(CCC1N1CC=2C=C(C=C(C2C1=O)C#N)C#N)=O 2-(2,6-dioxopiperidin-3-yl)-3-oxoisoindoline-4,6-dicarbonitrile